(R)-N-(5-(2-chloro-6-methylpyridin-4-yl)-4-(4-fluorophenyl)pyrimidin-2-yl)-2-methylmorpholine-4-carboxamide ClC1=NC(=CC(=C1)C=1C(=NC(=NC1)NC(=O)N1C[C@H](OCC1)C)C1=CC=C(C=C1)F)C